ClC1=C(C=CC=C1)N1C(=NN=C1C1=NC=NC=C1)C1CC(C1)NC(C1=C(C=CC=C1F)F)=O N-((1S,3r)-3-(4-(2-chlorophenyl)-5-(pyrimidin-4-yl)-4H-1,2,4-triazol-3-yl)cyclobutyl)-2,6-difluorobenzamide